5-(4-(diphenylamino)phenyl)-1-(7-hydroxy-coumarin-3-yl)-4-pentene-1,3-dione C1(=CC=CC=C1)N(C1=CC=C(C=C1)C=CC(CC(=O)C=1C(OC2=CC(=CC=C2C1)O)=O)=O)C1=CC=CC=C1